BrC1=C2C=C(C(N(C2=CC(=C1)C1CCC(CC1)=O)C)=O)C 5-bromo-1,3-dimethyl-7-(4-oxocyclohexyl)quinolin-2(1H)-one